1-(((3-Hydroxypropoxy)carbonyl)oxy)ethyl (2S)-2-(2-(benzofuran-6-carbonyl)-5,7-dichloro-1,2,3,4-tetrahydroisoquinoline-6-carboxamido)-3-(3-(methylsulfonyl)phenyl)propanoate O1C=CC2=C1C=C(C=C2)C(=O)N2CC1=CC(=C(C(=C1CC2)Cl)C(=O)N[C@H](C(=O)OC(C)OC(=O)OCCCO)CC2=CC(=CC=C2)S(=O)(=O)C)Cl